(3S,7aR)-7a-(((7-chloro-8-fluoro-4-(2-((tetrahydro-2H-pyran-2-yl)oxy)-6-azaspiro[3.5]nonan-6-yl)pyrido[4,3-d]pyrimidin-2-yl)oxy)methyl)hexahydro-1H-pyrrolizin ClC1=C(C=2N=C(N=C(C2C=N1)N1CC2(CC(C2)OC2OCCCC2)CCC1)OCC12CCCN2CCC1)F